[N+](=O)([O-])C=1C=CC=C2CCNC(C12)=O 8-nitro-3,4-dihydro-2H-isoquinolin-1-one